m-(1H-1,2,4-Triazol-1-yl)benzoic acid N1(N=CN=C1)C=1C=C(C(=O)O)C=CC1